N1-(4-(5-(7-fluoroquinolin-4-yl)-1-methyl-1H-imidazol-4-yl)-3,5-dimethylbenzyl)decane-1,10-diamine FC1=CC=C2C(=CC=NC2=C1)C1=C(N=CN1C)C1=C(C=C(CNCCCCCCCCCCN)C=C1C)C